ClC=1C=C2C=C(NC2=CC1)CNC(N(C)[C@H]1CN(CCC1)C(=O)C1(CCCC1)O)=O (R)-3-((5-chloro-1H-indol-2-yl)methyl)-1-(1-(1-hydroxycyclopentane-1-carbonyl)piperidin-3-yl)-1-methylurea